1-((1R,2S)-2-fluorocyclopropane-1-carbonyl)azetidin-3-yl (8-amino-7-fluoro-6-(8-methyl-2,3-dihydro-1H-pyrido[2,3-b][1,4]oxazin-7-yl)isoquinolin-3-yl)carbamate NC=1C(=C(C=C2C=C(N=CC12)NC(OC1CN(C1)C(=O)[C@@H]1[C@H](C1)F)=O)C1=C(C2=C(OCCN2)N=C1)C)F